C1(CC1)C1N2C(C=3C4=C(C(=CC3C1)C=1C=NN(C1)C(F)F)OCC4)=CC(C(=C2)C(=O)O)=O 7-cyclopropyl-4-(1-(difluoromethyl)-1H-pyrazol-4-yl)-11-oxo-2,6,7,11-tetrahydro-1H-furo[2,3-H]pyrido[2,1-a]isoquinoline-10-carboxylic acid